C(C)OC[C@@]1(CN(CC1)CC1=CC=C(C=C1)NC(C)=O)CCC1=CSC=C1 (S)-N-(4-((3-(ethoxymethyl)-3-(2-(thiophen-3-yl)ethyl)pyrrolidin-1-yl)methyl)phenyl)acetamide